(S)-(4-(quinolin-4-yl)piperazin-1-yl)(1-pyrrolidin-1-yl)(1-((1,3,5-trimethyl-1H-pyrazole-4-yl)sulfonyl)pyrrolidin-3-yl)methanone N1=CC=C(C2=CC=CC=C12)N1CCN(CC1)[C@H]1N(CCC1C(=O)N1CCCC1)S(=O)(=O)C=1C(=NN(C1C)C)C